9,9-bis(hydroxyphenyl)fluorene tert-butyl-2-(3-oxo-2,3-dihydro-[1,2,4]triazolo[4,3-a]pyridin-8-yl)acetate C(C)(C)(C)OC(CC=1C=2N(C=CC1)C(NN2)=O)=O.OC2=C(C=CC=C2)C2(C1=CC=CC=C1C=1C=CC=CC21)C2=C(C=CC=C2)O